8-((s)-4-acryloyl-2-methylpiperazin-1-yl)-11-(4-fluorophenyl)-3-methoxy-10-(trifluoromethyl)-3,4-dihydro-2H,6H-[1,4]thiazepino[2,3,4-ij]quinazolin-6-one C(C=C)(=O)N1C[C@@H](N(CC1)C1=NC(N2C3=C(C(=C(C=C13)C(F)(F)F)C1=CC=C(C=C1)F)SCC(C2)OC)=O)C